9-methyl-2-(methylthio)-9H-pyrido[4',3':3,4]cyclopenta[1,2-d]pyrimidin-9-ol CC1(C2=C(C3=C1N=C(N=C3)SC)C=CN=C2)O